N-(4-(hydroxymethyl)tetrahydro-2H-pyran-4-yl)-2-methyl-5-((6-methylpyridin-3-yl)methoxy)benzofuran-3-carboxamide OCC1(CCOCC1)NC(=O)C1=C(OC2=C1C=C(C=C2)OCC=2C=NC(=CC2)C)C